tert-Butyl (S)-(5-(2-(benzylthio)-5-methylphenoxy)hexyl)(4,4-difluorocyclohexyl)carbamate C(C1=CC=CC=C1)SC1=C(O[C@H](CCCCN(C(OC(C)(C)C)=O)C2CCC(CC2)(F)F)C)C=C(C=C1)C